C(C)(C)(C)OC(/C(=C/CC1CCCC1)/NC(=O)OC(C)(C)C)=O (Z)-2-(tert-Butoxycarbonylamino)-4-cyclopentylbut-2-enoic acid tert-butyl ester